bis(3-aminopropyl)diethylene glycol tert-butyl-6-(4,4,5,5-tetramethyl-1,3,2-dioxaborolan-2-yl)-2,3-dihydroindole-1-carboxylate C(C)(C)(C)C1N(C2=CC(=CC=C2C1)B1OC(C(O1)(C)C)(C)C)C(=O)O.NCCCC(COCCO)(CCCN)O